BrCCCCOC1=CC=C(C=C1)[N+](=O)[O-] 1-(4-bromobutoxy)-4-nitrobenzene